CC(C(=O)N[C@H]1[C@@H](CNCC1)C1=CC=CC=C1)(COC1=NC=CC=C1OC(F)(F)F)C 2,2-dimethyl-N-(trans-3-phenylpiperidin-4-yl)-3-((3-(trifluoromethoxy)pyridin-2-yl)oxy)propanamide